2-ethoxy-3-nitrobenzoic acid C(C)OC1=C(C(=O)O)C=CC=C1[N+](=O)[O-]